4-Amino-7-fluoroimidazo[1,5-a]quinoxaline NC=1C=2N(C3=CC=C(C=C3N1)F)C=NC2